2-[(2-bromo-5-chlorophenyl)methoxy]oxane BrC1=C(C=C(C=C1)Cl)COC1OCCCC1